3-Iodo-4-methoxy-5-(1,1,1-trifluoropropan-2-yl)-1H-indazole IC1=NNC2=CC=C(C(=C12)OC)C(C(F)(F)F)C